OCCCS(=O)(=O)C=1C=CC(=C(C(=O)O)C1)OC.C(C1=CC=CC=C1)(=O)OC Methyl benzoate 5-((3-hydroxypropyl)sulfonyl)-2-methoxybenzoate